COC(=O)[C@@H]1CN(CC1)C1CCC2=CC(=CC=C12)C#CC1=CC(=CC=C1)F |r| Racemic-(3S)-1-(5-((3-fluorophenyl)ethynyl)-2,3-dihydro-1H-inden-1-yl)-pyrrolidine-3-carboxylic acid methyl ester